BrC=1C=CC(=NC1)C1=CC=C(C=C1)C=1C2=CC=CC=C2C=2C=CC=CC2C1 5-bromo-2-(4-phenanthren-9-yl-phenyl)-pyridine